2-(3-bromobenzylidene)-1H-indene-1,3(2H)-dione BrC=1C=C(C=C2C(C3=CC=CC=C3C2=O)=O)C=CC1